ClC1=C(C=C(C(=O)NC23CC(C2)(C3)[C@@H](C(=O)NC3=CC=C(C=C3)F)C)C=C1)C 4-chloro-N-[3-[(1S)-2-(4-fluoroanilino)-1-methyl-2-oxo-ethyl]-1-bicyclo[1.1.1]pentanyl]-3-methyl-benzamide